3-(4-formyl-2,6-dimethoxyphenyl)-acrylic acid C(=O)C1=CC(=C(C(=C1)OC)C=CC(=O)O)OC